6-hydroxy-1-[(cis)-3-hydroxy-3-methylcyclobutyl]-8-(trifluoromethyl)-1,2,3,4-tetrahydroquinolin-2-one OC=1C=C2CCC(N(C2=C(C1)C(F)(F)F)C1CC(C1)(C)O)=O